4-((2'-(5-methoxyisoindolin-2-yl)-[2,4'-bipyrimidinyl]-4-yl)ethynyl)-N-methylbenzamide COC=1C=C2CN(CC2=CC1)C1=NC=CC(=N1)C1=NC=CC(=N1)C#CC1=CC=C(C(=O)NC)C=C1